ClC1=CC=C(CN2C(N3C(C4=C2C=C(C=N4)N4CCOCC4)=NCC3C3CC3)=O)C=C1 6-(4-chlorobenzyl)-3-cyclopropyl-8-(morpholin-4-yl)-2,6-dihydroimidazo[1,2-c]pyrido[2,3-e]pyrimidin-5(3H)-one